C(C)OCC.CC1(C=2C=CC(=CC2N2C3=C(C=CC=C13)N=C2)O)C 6,6-dimethyl-6H-imidazo[4,5,1-de]acridin-9-ol compound with ethoxyethane